FC(O[C@H]1C[C@@H](N(CC1)CC1=C2C=CNC2=C(C=C1OC)C)C1=CC=C(C(=O)O)C=C1)F 4-((2r,4r)-4-(difluoromethoxy)-1-((5-methoxy-7-methyl-1H-indol-4-yl)methyl)piperidin-2-yl)benzoic acid